ClC1=C(C(=O)OC)C=C(C=C1C1=CC(=NC=C1)OC)F Methyl 2-chloro-5-fluoro-3-(2-methoxy-4-pyridyl)benzoate